ClC=1C=C(C=CC1OC(F)(F)F)NC1=C2C=C(NC2=C(C=C1)F)C(=O)O 4-((3-chloro-4-trifluoromethoxyphenyl)amino)-7-fluoro-1H-indole-2-carboxylic acid